1-(4-((4-(4-((3S,4R)-7-hydroxy-3-phenylchroman-4-yl)phenyl)piperazin-1-yl)methyl)phenyl)dihydropyrimidine-2,4(1H,3H)-dione OC1=CC=C2[C@H]([C@H](COC2=C1)C1=CC=CC=C1)C1=CC=C(C=C1)N1CCN(CC1)CC1=CC=C(C=C1)N1C(NC(CC1)=O)=O